3-[6-[6-(difluoromethyl)imidazo[1,2-b]pyridazin-3-yl]pyrimidin-4-yl]-2-methyl-benzaldehyde FC(C=1C=CC=2N(N1)C(=CN2)C2=CC(=NC=N2)C=2C(=C(C=O)C=CC2)C)F